(methyl-d3)(benzofuropyridinyl)pyridine C([2H])([2H])([2H])C=1C(=NC=CC1)C1=NC2=C(C=C1)OC1=C2C=CC=C1